BrC=1C(=CC(=NC1)N[C@@H](C(F)(F)F)C)C(F)(F)F (R)-5-bromo-4-(trifluoromethyl)-N-(1,1,1-trifluoropropan-2-yl)pyridin-2-amine